BrC1=CC=C(C=C1)C1C(C1)C1=C(C=C(C=C1)O)Cl 4-(2-(4-bromophenyl)cyclopropyl)-3-chlorophenol